methyl 3-([1,1'-biphenyl]-3-yl)-1-hydroxy-1,3-dihydrobenzo[c][1,2]oxaborole-3-carboxylate C1(=CC(=CC=C1)C1(C2=C(B(O1)O)C=CC=C2)C(=O)OC)C2=CC=CC=C2